FC(C(=O)N1CCC(CC1)C1=CC(=C(C(=O)N)C=C1)C1=NC=C(C=C1)OC1=CC=CC=C1)C 4-(1-(2-Fluoropropoyl)piperidin-4-yl)-2-(5-phenoxypyridin-2-yl)benzamide